N1=CC=C(C=C1)C1=CC=C2C=CC3=C(C=CC4=CC=C1C2=C34)C3=CC=NC=C3 1,6-di(pyridin-4-yl)pyrene